2-((benzyloxy)methyl)-1-(5-chloro-6-(trifluoromethyl)isoindolin-2-yl)-4-cyclopropylbutane C(C1=CC=CC=C1)OCC(CN1CC2=CC(=C(C=C2C1)Cl)C(F)(F)F)CCC1CC1